FC(C1=C2C(=NC=C1)C(=CN2)C=O)(F)F 7-(TRIFLUOROMETHYL)-1H-PYRROLO[3,2-B]PYRIDINE-3-CARBALDEHYDE